(R)-N-(1-(2-chloro-3-methylphenyl)-1,4,5,7-tetrahydropyrano[3,4-c]pyrazol-4-yl)-4,5-dimethylpyridinecarboxamide ClC1=C(C=CC=C1C)N1N=CC2=C1COC[C@@H]2NC(=O)C2=NC=C(C(=C2)C)C